methyl-2,6-dimethyl-4-(3-nitrophenyl)-1,4-dihydropyridine-3,5-dicarboxylic acid monomethyl ester COC(=O)C1=C(N(C(=C(C1C1=CC(=CC=C1)[N+](=O)[O-])C(=O)O)C)C)C